7-((4-(2-methyl-6-(methylcarbamoyl)pyridin-3-yl)piperazin-1-yl)methyl)isothiazolo[4,5-c]quinolin-4(5H)-one CC1=NC(=CC=C1N1CCN(CC1)CC=1C=CC=2C3=C(C(NC2C1)=O)C=NS3)C(NC)=O